C(C)N(S(=O)(=O)C1=CC=C(C=C1)S(=O)(=O)N1C[C@@H](CCC1)C(=O)N1CCOCC1)CC (R)-N,N-diethyl-4-((3-(morpholine-4-carbonyl)piperidin-1-yl)sulfonyl)benzenesulfonamide